Cl.FC1=CC=C(COCC2CC(C2)N)C=C1 3-(((4-fluorobenzyl)oxy)methyl)cyclobutane-1-amine hydrochloride